maleyl-histidine C(\C=C/C(=O)O)(=O)N[C@@H](CC1=CNC=N1)C(=O)O